C(C1=CC=CC=C1)N1C2=C(C=CC(=C2C=2C(=CC=CC12)C(N)=O)OCC(=O)O)C [9-benzyl-4-carbamoyl-8-methyl-carbazole-5-yl]oxyacetic acid